C1(CC1)C=1N=C(C(=NC1C=1C2=C(C=NC1)N(C=N2)C)C(=O)N)NC=2C(=NNC2)C 5-cyclopropyl-6-(3-methylimidazo[4,5-c]pyridin-7-yl)-3-[(3-methyl-1H-pyrazol-4-yl)amino]pyrazine-2-carboxamide